tert-Butyl N-[(1-{[4-(trifluoromethoxy)phenyl]carbamoyl}pyrrolidin-3-yl)methyl]carbamate FC(OC1=CC=C(C=C1)NC(=O)N1CC(CC1)CNC(OC(C)(C)C)=O)(F)F